(5R)-(-)-6-[3,5-difluoro-4-(3-hydroxypropoxy)phenyl]-5-methyl-4,5-dihydro-2H-pyridazine FC=1C=C(C=C(C1OCCCO)F)C=1[C@@H](CCNN1)C